COC(C1=CN=CC=C1NC=1C(=C2C(=NN(C2=CC1)C)CC)OC)=O 4-((3-ethyl-4-methoxy-1-methyl-1H-indazol-5-yl)amino)nicotinic acid methyl ester